ClC=1C=C2C(CCC3(CCC(C(C1)=C32)(C)C)C=O)(C)C 8-chloro-1,1,6,6-tetramethyl-2,3,4,5-tetrahydrophenalene-3a-carbaldehyde